tert-butyl 4-[3-(3,5-difluorophenyl)-3,4-dihydropyrazole-2-carbonyl]piperidin-1-carboxylate FC=1C=C(C=C(C1)F)C1N(N=CC1)C(=O)C1CCN(CC1)C(=O)OC(C)(C)C